C(CC1=C(C(=CC(=C1)CC(C)C)C(C)(C)C)O)C1=C(C(=CC(=C1)CC(C)C)C(C)(C)C)O 2,2'-ethylenebis-(6-tert-butyl-4-isobutylphenol)